4-(4-methoxyphenyl)nicotinonitrile COC1=CC=C(C=C1)C1=CC=NC=C1C#N